(Z)-3-(2-hydroxyethyl)-11,11-dimethyl-13-(octadec-9-en-1-yloxy)-10,12-dioxa-16,17-dithia-3-aza-11-silanonacosan-1-ol OCCN(CCO)CCCCCCO[Si](OC(CCSSCCCCCCCCCCCC)OCCCCCCCC\C=C/CCCCCCCC)(C)C